BrC=1C=C(SC1)C(=O)O 4-bromo-2-thiophenecarboxylic acid